N-isobutyl-pyrrolidine iodide [I-].C(C(C)C)N1CCCC1